N-((6-(8-oxa-3-azabicyclo[3.2.1]octane-3-yl)-4-morpholinopyridin-3-yl)methyl)-1H-pyrazole Phosphorus [P].C12CN(CC(CC1)O2)C2=CC(=C(C=N2)CN2N=CC=C2)N2CCOCC2